tert-butyl-9-benzyl-1-(hydroxyimino)-3,9-diazaspiro[5.5]undecane-3-carboxylate C(C)(C)(C)OC(=O)N1CC(C2(CC1)CCN(CC2)CC2=CC=CC=C2)=NO